5a,9-dimethyl-3-methylidene-3ah,4h,5h,9bh-naphtho[1,2-b]furan-2,8-dione CC12CCC3C(OC(C3=C)=O)C2=C(C(C=C1)=O)C